N1=NN=CC=C1 triazainine